4-(5-hydroxy-2-methylphenyl)-N-(3-(methylsulfonamido)phenyl)thiophene-2-carboxamide OC=1C=CC(=C(C1)C=1C=C(SC1)C(=O)NC1=CC(=CC=C1)NS(=O)(=O)C)C